FC(C1=CC(=C(C(=O)O)C=C1)N1C=CC=C1)(F)F 4-trifluoromethyl-2-(1-pyrrolyl)benzoic acid